(2R,3R,4S,5S,6S)-2-(acetoxymethyl)-6-(3-bromopropoxy)tetrahydro-2H-pyran C(C)(=O)OC[C@@H]1O[C@@H](CCC1)OCCCBr